ClC=1C(=C(CNC(C(C)NC(CN2N=C(C3=CC=CC=C23)C(=O)N)=O)=O)C=CC1)F 1-(2-((1-((3-chloro-2-fluorobenzyl)amino)-1-oxoprop-2-yl)amino)-2-oxoethyl)-1H-indazole-3-carboxamide